(octahydro-1H-4,7-methanoindene-1,5-diyl)bis(methylene) diacrylate C(C=C)(=O)OCC1CCC2C3C(CC(C12)C3)COC(C=C)=O